3-isopropyl-urea dihydrochloride Cl.Cl.C(C)(C)NC(N)=O